CC1=CC=C(C=C1)S(=O)(=O)O.[C@H]12CC[C@H]([C@H](OC1)O2)N (1S,4R,5R)-6,8-dioxabicyclo[3.2.1]octan-4-amine 4-methylbenzenesulfonate